BrC1=C(C=CC=C1)C1=NC=C(C=C1)C(F)(F)F 2-(2-bromophenyl)-5-trifluoromethylpyridine